2,2'-azobis(2-methylpropyl-imidazole) dihydrochloride Cl.Cl.N(=NC=1NC=C(N1)CC(C)C)C=1NC=C(N1)CC(C)C